(3S,4S) or (3R,4R)-1-(5-chloro-4-((6-chloro-7-(1-ethyl-3-fluoropiperidin-4-yl)quinazolin-2-yl)amino)-1H-pyrazol-1-yl)-2-methylpropan-2-ol ClC1=C(C=NN1CC(C)(O)C)NC1=NC2=CC(=C(C=C2C=N1)Cl)[C@H]1[C@@H](CN(CC1)CC)F |o1:23,24|